2,2'-oxydiacetyl chloride O(CC(=O)Cl)CC(=O)Cl